C[C@@H]1NCCNC1 (S)-2-methylpiperazin